O1C(CCC1)CN1N=C(C2=CC=CC=C12)C(=O)OC methyl 1-((tetrahydrofuran-2-yl)methyl)-1H-indazole-3-carboxylate